C1(CC1)C(=O)N1CCN(CC1)C(C1=C(C=CC(=C1)CC1=NNC(C2=CC=CC=C12)=O)F)=O 1-(cyclopropanecarbonyl)-4-[5-[(3,4-dihydro-4-oxophthalazin-1-yl)methyl]-2-fluorobenzoyl]piperazine